BrC=1C=C(C=C2C([C@@H](COC12)CC1CCC(CC1)NC(OC(C)(C)C)=O)=O)CN1C(N(C=C1)C)=N tert-Butyl (R)-(4-((8-bromo-6-((2-imino-3-methyl-2,3-dihydro-1H-imidazol-1-yl)methyl)-4-Oxochroman-3-yl)methyl)cyclohexyl)carbamate